BrC=1C=C(C=C(C1OC[C@H](CCl)O)Br)C(C)(C)C1=CC=C(OC[C@@H](CO)O)C=C1 (R)-3-(4-(2-(3,5-dibromo-4-((R)-3-chloro-2-hydroxypropoxy)phenyl)propan-2-yl)phenoxy)propane-1,2-diol